ClC=1C=C(CNC2=NC(=NC3=CC=C(C=C23)C=2C(=NOC2C)C)NCC2=CC=C(C=C2)Cl)C=CC1 N4-(3-chlorobenzyl)-N2-(4-chlorobenzyl)-6-(3,5-dimethylisoxazol-4-yl)quinazoline-2,4-diamine